C1(CC1)C1=NC=C(C(=O)NCCO)C(=C1)NC(=O)N1CC(CC1)(C1=NC=NS1)C1=CC(=C(C=C1)C)F 6-cyclopropyl-4-(3-(3-fluoro-4-methylphenyl)-3-(1,2,4-thiadiazol-5-yl)pyrrolidine-1-carboxamido)-N-(2-hydroxyethyl)nicotinamide